BrC=1C(=NC2=CC=CC=C2C1)C1C(=O)NC(C1)=O 3-bromoquinolinyl-succinimide